COC1=C(C=CC=C1)NC=1SC2=C(N1)CC[C@@]1([C@H]3CC[C@]4([C@H]([C@@H]3CCC12)CCC4=O)C)C (5aR,5bS,7aS,10aS,10bR)-2-((2-methoxyphenyl)amino)-5a,7a-dimethyl-4,5,5a,5b,6,7,7a,9,10,10a,10b,11,12,12a-tetradecahydro-8H-cyclopenta[7,8]phenanthro[2,1-d]thiazol-8-one